FC=1C(=C(C=CC1)O)C(=C)C 3-fluoro-2-(prop-1-en-2-yl)phenol